1-(4-((4-amino-5-(4-(2-fluorophenoxy)phenyl)-7-(tetrahydrofuran-3-yl)-7H-pyrrolo[2,3-d]pyrimidin-6-yl)ethynyl)piperidin-1-yl)prop-2-en-1-one NC=1C2=C(N=CN1)N(C(=C2C2=CC=C(C=C2)OC2=C(C=CC=C2)F)C#CC2CCN(CC2)C(C=C)=O)C2COCC2